tetrahydro-3'H-spiro-[piperidine-4,2'-pyrrolo[2,1-b][1,3]-oxazol]-3'-one O1C2N(C(C13CCNCC3)=O)CCC2